3-((3-(N-(4-chlorophenyl)sulfamoyl)phenyl)carbamoyl)pyridine 1-oxide ClC1=CC=C(C=C1)NS(=O)(=O)C=1C=C(C=CC1)NC(=O)C=1C=[N+](C=CC1)[O-]